4-(3,3-DIMETHYL-2-OXOAZETIDIN-1-YL)-N-(3-(PYRIDIN-2-YLETHYNYL)PHENYL)BENZAMIDE CC1(C(N(C1)C1=CC=C(C(=O)NC2=CC(=CC=C2)C#CC2=NC=CC=C2)C=C1)=O)C